NCCC1=CC(O)=C(O)C=C1 anti-dopamine